FC=1C=C(OC(C(=O)OC)C)C=C(C1)F methyl 2-(3,5-difluoro-phenoxy)-propionate